5-(((1R)-2-((4-tert-butyl-3-fluorophenyl)amino)-1-(4,4-difluorocyclohexyl)-2-oxoethyl)amino)-5-oxopentanoic acid C(C)(C)(C)C1=C(C=C(C=C1)NC([C@@H](C1CCC(CC1)(F)F)NC(CCCC(=O)O)=O)=O)F